2-(4-cyclopropyl-6-methoxypyrimidin-5-yl)-7-oxopyrido[2,3-d]pyrimidine-6-carbohydrazide C1(CC1)C1=NC=NC(=C1C=1N=CC=2C(N1)=NC(C(C2)C(=O)NN)=O)OC